4-{2-[(tert-butyldimethylsilyl)oxy]ethyl}-5-oxopyrazine-2-carboxylic acid [Si](C)(C)(C(C)(C)C)OCCN1C=C(N=CC1=O)C(=O)O